ClC1=NC=C2C=C(C(N(C2=C1)C)=O)C1=C(C(=CC(=C1Cl)OC)OC)Cl 7-chloro-3-(2,6-dichloro-3,5-dimethoxyphenyl)-1-methyl-1,6-naphthyridin-2(1H)-one